O=C([C@H](CC1=CC=CC=C1)NC(C(=O)NC1=C(C=CC=C1)C)=O)N[C@@H](C[C@H]1C(NCC1)=O)C(COC1=C(C(=CC(=C1F)F)F)F)=O N1-((S)-1-oxo-1-(((S)-3-oxo-1-((S)-2-oxopyrrolidin-3-yl)-4-(2,3,5,6-tetrafluorophenoxy)butan-2-yl)amino)-3-phenylpropan-2-yl)-N2-(o-tolyl)oxalamide